C(C)(C)C1=NC(=CC=C1C1CCC(CC1)N1CC2(CS(C2)(=O)=O)CC1)C(F)(F)F 6-((1s,4s)-4-(2-isopropyl-6-(trifluoromethyl)pyridin-3-yl)cyclohexyl)-2-thia-6-azaspiro[3.4]octane 2,2-dioxide